4-(3-amino-4-chloro-1H-indazol-5-yl)-3-chloro-N-((1s,3s)-3-hydroxy-3-(trifluoromethyl)cyclobutyl)benzenesulfonamide NC1=NNC2=CC=C(C(=C12)Cl)C1=C(C=C(C=C1)S(=O)(=O)NC1CC(C1)(C(F)(F)F)O)Cl